C(CCCCCCCCCCCCCCCCCCCCCCCCC)OC(=O)SC(=O)OCCCCCCCCCCCCCCCCCCCCCCCCCC.CC(CC(C)(OOC(C)(C)C)C)OC(=C(OC(CC(C)(C)OOC(C)(C)C)C)OC(CC(C)(C)OOC(C)(C)C)C)[SiH3] tri(1,3-dimethyl-3-t-butylperoxybutyloxy)vinyl-silane dicerotylthiodiformate